C12CN(CC2C1)CC(=O)NC=1C=C(C(=NC1)C)NC(=O)C=1C=C2C(=NC1)NC(=C2)C=2C=NN(C2)C N-(5-(2-(3-azabicyclo[3.1.0]hexan-3-yl)acetamido)-2-methylpyridin-3-yl)-2-(1-methyl-1H-pyrazol-4-yl)-1H-pyrrolo[2,3-b]pyridine-5-carboxamide